CS(=O)(=O)C1=CC(=C(C=C1)NCC#CC=1N(C2=CC=CC(=C2C1C)NC1CCN(CC1)CC(COC)O)CC(F)(F)F)OC 1-{4-[(2-{3-[(4-methanesulfonyl-2-methoxyphenyl)amino]prop-1-yn-1-yl}-3-methyl-1-(2,2,2-trifluoroethyl)-1H-indol-4-yl)amino]piperidin-1-yl}-3-methoxypropan-2-ol